ClC1=CC=C(C=C1)C=1SC=C2SC(=C(C21)C(=O)N)N2C(C1CCCCC1C2=O)=O (4-chlorophenyl)-2-(1,3-dioxo-3a,4,5,6,7,7a-hexahydroisoindol-2-yl)thieno[3,4-b]thiophene-3-carboxamide